(S)-8-(Benzyloxy)-2,2-difluoro-7-methoxy-1,2,3,11-tetrahydro-5H-benzo[e]pyrrolo[1,2-a][1,4]diazepine-5,11(10H)-dione C(C1=CC=CC=C1)OC=1C(=CC2=C(NC([C@H]3N(C2=O)CC(C3)(F)F)=O)C1)OC